3-(2-Bromo-3-(1,4-benzodioxan-6-yl)anilino)benzisoxazol BrC1=C(NC2=NOC3=C2C=CC=C3)C=CC=C1C1=CC3=C(OCCO3)C=C1